(2R,3S,5R)-5-(6-Amino-2-fluoro-9H-purin-9-yl)-2-((((S)-({(S)-1-(2-ethylbutoxy)-1-oxopropan-2-yl}amino)(phenoxy)phosphoryl)oxy)methyl)-2-ethynyltetrahydrofuran-3-yl palmitate C(CCCCCCCCCCCCCCC)(=O)O[C@@H]1[C@@](O[C@H](C1)N1C2=NC(=NC(=C2N=C1)N)F)(C#C)CO[P@](=O)(OC1=CC=CC=C1)N[C@H](C(=O)OCC(CC)CC)C